ClC=1C=CC(=NC1)C1(OC2=C(O1)C=CC=C2N2C=NN(CC2)CC2=NC1=C(N2C[C@H]2OCC2)C=C(C=C1OCC)C(=O)O)C 2-((4-(2-(5-chloropyridin-2-yl)-2-methylbenzo[d][1,3]dioxol-4-yl)-5,6-dihydro-1,2,4-triazin-1(4H)-yl)methyl)-4-ethoxy-1-(((S)-oxetan-2-yl)methyl)-1H-benzo[d]imidazole-6-carboxylic acid